ClC1=CC=C(C[C@@](CO)(O)[C@@H](O)[C@](O)([C@H](O)CO)CC2=CC=C(C=C2)Cl)C=C1 2,4-bis(p-chlorobenzyl)sorbitol